BrC1=CC=C(C(=N1)OC)NC(C)=O N-(6-bromo-2-methoxypyridin-3-yl)acetamide